((tert-butyldimethylsilyl)oxy)-5-phenylpyrrolidin-2-one [Si](C)(C)(C(C)(C)C)ON1C(CCC1C1=CC=CC=C1)=O